5-chloro-6-cyclopropyl-2-(4,4-difluoroazepan-1-yl)-N-(2-methoxypyridin-4-yl)nicotinamide ClC=1C(=NC(=C(C(=O)NC2=CC(=NC=C2)OC)C1)N1CCC(CCC1)(F)F)C1CC1